O=C1NC(CCC1N1C(C2=CC=C(C(=C2C1=O)F)CN1CCC(CC1)C1=CC=C(C=C1)N1N=C2C(=CC=CC2=C1)C(=O)N)=O)=O 2-(4-(1-((2-(2,6-dioxopiperidin-3-yl)-4-fluoro-1,3-dioxoisoindoline-5-yl)methyl)piperidin-4-yl)phenyl)-2H-indazole-7-carboxamide